C(C)(=O)NC1=NC(N([C@H]2[C@](O)([C@H](O)[C@@H](CO)O2)C)C=C1)=O N4-acetyl-2'-methyl-cytidine